3-(3-chloro-4-fluorophenyl)-5-(2-(3-fluoro-3-phenylazetidin-1-yl)-2-oxoethyl)thieno[3,2-c]pyridin-4(5H)-one ClC=1C=C(C=CC1F)C1=CSC2=C1C(N(C=C2)CC(=O)N2CC(C2)(C2=CC=CC=C2)F)=O